2-(2,2,4-trimethylpyrrolidin-1-yl)pyridin-3-carboxamid CC1(N(CC(C1)C)C1=NC=CC=C1C(=O)N)C